5-bromo-N-(5-(2-morpholinoethyl)-2-(piperidin-1-yl)phenyl)furan-2-carboxamide BrC1=CC=C(O1)C(=O)NC1=C(C=CC(=C1)CCN1CCOCC1)N1CCCCC1